C(C)(C)(C)OC(=O)N1C[C@@]2(CC[C@@H]2C1)C(=O)O |o1:9,12| rac-rel-cis-3-(tert-butyloxycarbonyl)-3-azabicyclo[3.2.0]heptane-1-carboxylic acid